C(N)(=O)C1=CC=C(C=C1)C1=CC=C(C=C1)OC=1N=NNC1C(=O)O 4-((4'-carbamoyl-[1,1'-biphenyl]-4-yl)oxy)-1H-1,2,3-triazole-5-carboxylic acid